4-(5-(3,6-diazabicyclo[3.1.1]heptan-3-yl)pyrazin-2-yl)-6-bromopyrazolo[1,5-a]pyridine-3-carbonitrile C12CN(CC(N1)C2)C=2N=CC(=NC2)C=2C=1N(C=C(C2)Br)N=CC1C#N